(1R)-(-)-1-aminomethyl-1,2,3,4-tetrahydroisoquinoline NC[C@@H]1NCCC2=CC=CC=C12